CN(CCN(C=1C(=CC(=C(C1)OC)NC1=NC=CC(=N1)C=1C=C2C(=NC1)N=C(N2C(C)C)C)N)C)C N1-(2-(dimethylamino)ethyl)-N4-(4-(1-isopropyl-2-methyl-1H-imidazo[4,5-b]pyridine-6-yl)pyrimidin-2-yl)-5-methoxy-N1-methylbenzene-1,2,4-triamine